N-(8,9-Difluoro-6-oxo-1,2,3,4,5,6-hexahydrobenzo[c][1,7]naphthyridin-1-yl)-5-fluoro-N-methyl-6-(trifluoromethyl)nicotinamide FC=1C(=CC2=C(C(NC=3CNCC(C23)N(C(C2=CN=C(C(=C2)F)C(F)(F)F)=O)C)=O)C1)F